C(\C=C\CC)=O 2E-Pentenal